1-(dibenzofuran-3-yl)-2-naphthol C1=CC(=CC=2OC3=C(C21)C=CC=C3)C3=C(C=CC2=CC=CC=C32)O